O1CCC(CC1)(C(=O)OC)C(=O)OC dimethyl tetrahydro-4H-pyran-4,4-dicarboxylate